C(C)(C)(C)N=C=NC(C)(C)C 1,3-di-tert-butylcarbodiimide